FC(C(CCCO)C1=CC=C(C=C1)O)(F)F 4-(1,1,1-trifluoro-5-hydroxypentan-2-yl)phenol